[2-[2-(6-methoxy-3-pyridyl)phenyl]pyrrolidin-1-yl]-(p-tolyl)methanone COC1=CC=C(C=N1)C1=C(C=CC=C1)C1N(CCC1)C(=O)C1=CC=C(C=C1)C